C(C)C(CO[Ti])CCCC (2-ethylhexoxy)titanium